N-[2-(phenylsulfonyloxy)phenyl]-N'-[3-(benzylsulfonyloxy)phenyl]urea C1(=CC=CC=C1)S(=O)(=O)OC1=C(C=CC=C1)NC(=O)NC1=CC(=CC=C1)OS(=O)(=O)CC1=CC=CC=C1